C1(=CC=CC=2C3=CC=CC=C3CC12)C(C(=O)OCCCCC)C(C(=O)OCCCCC)C1=CC=CC=2C3=CC=CC=C3CC12 dipentyl 2,3-difluorenylsuccinate